(((((1-methylpiperidin-4-yl) methoxy) carbonyl) oxy) methyl) propyloctadeca-9,12-dienoate C(CC)C(C(=O)OCOC(=O)OCC1CCN(CC1)C)CCCCCCC=CCC=CCCCCC